3-(3-Chloro-4-fluorophenyl)-1-((4-hydroxycyclohexyl)methyl)-1-(1-(1-oxo-1,2-dihydroisoquinolin-4-yl)ethyl)urea ClC=1C=C(C=CC1F)NC(N(C(C)C1=CNC(C2=CC=CC=C12)=O)CC1CCC(CC1)O)=O